1-[2,3-dihydro-1,1,2,6-tetra-methyl-3-(1-methylethyl)-1H-5-indenyl]ethanone CC1(C(C(C2=CC(=C(C=C12)C)C(C)=O)C(C)C)C)C